ClCCCCCCC(=O)O 1-chloro-6-carboxyhexane